[(1S)-2,2,2-trifluoro-1-isocyanato-1-methoxyethyl]benzene FC([C@](OC)(N=C=O)C1=CC=CC=C1)(F)F